[Na].S1C(=NCC1)SSCCC thiazolinyl-dithiopropane sodium